C(C=C)(=O)N1C[C@@H]2COC3=C(C(N2CC1)=O)C(=NC(=C3F)C3=C(C=CC=C3O)F)N3CCOCC3 (6aR)-8-acryloyl-1-(morpholino)-4-fluoro-3-(2-fluoro-6-hydroxyphenyl)-6,6a,7,8,9,10-hexahydro-12H-pyrazino[2,1-c]pyrido[3,4-f][1,4]oxazepin-12-one